C1(CCCC1)OC=1C=CC(=C(C1)C1=NN(C(=C1CC1=CC=C(C=C1)S(N)(=O)=O)CC1CC1)C=1SC=C(N1)C(=O)O)F 2-(3-(5-(cyclopentyloxy)-2-fluorophenyl)-5-(cyclopropylmethyl)-4-(4-sulfamoylbenzyl)-1H-pyrazol-1-yl)thiazole-4-carboxylic acid